CC1=CC=C(C=C1)S(=O)(=O)N[C@@H]([C@@H](C1=CC=CC=C1)NC(=O)C1=CC=C(C=C1)B(O)O)C1=CC=CC=C1 (4-(((1R,2R)-2-((4-methylphenyl)sulfonamido)-1,2-diphenylethyl)carbamoyl)phenyl)boronic acid